(4-(3-chloropropyloxy)phenyl)-6-methoxy-4-methyl-3a,7a-dihydrothieno[3,2-b]pyridin-7(4H)-one ClCCCOC1=CC=C(C=C1)C1=CC2N(C=C(C(C2S1)=O)OC)C